8-fluoro-2-(((2R,7aS)-2-fluorotetrahydro-1H-pyrrolizin-7a(5H)-yl)methoxy)-7-(3-hydroxynaphthalen-1-yl)pyrido[4,3-d]pyrimidin-4-ol FC1=C(N=CC2=C1N=C(N=C2O)OC[C@]21CCCN1C[C@@H](C2)F)C2=CC(=CC1=CC=CC=C21)O